CNC(=O)C1=CN(C2=C(C=CC=C12)C1CCOCC1)C N,1-dimethyl-7-(tetrahydro-2H-pyran-4-yl)-1H-indole-3-carboxamide